FC=1C=C(C=CC1)N1N=C(N=C1)CO (1-(3-fluorophenyl)-1H-1,2,4-triazol-3-yl)methanol